NC=1C=2N(C=CN1)C(=NC2C2=CC=C(C=C2)[C@@](C)(O)C2=CC(=CC=C2)C2CCC2)[C@H]2CN1C(CC[C@@H]1CC2)=O (6R,8aS)-6-(8-amino-1-{4-[(1R)-1-(3-cyclobutylphenyl)-1-hydroxyethyl]phenyl}imidazo[1,5-a]pyrazin-3-yl)hexahydroindolizin-3(2H)-one